4-(((trans)-2-fluorocyclopropyl)amino)-5-methoxy-1-phenyl-7-(trifluoromethyl)-quinazolin-2(1H)-one F[C@H]1[C@@H](C1)NC1=NC(N(C2=CC(=CC(=C12)OC)C(F)(F)F)C1=CC=CC=C1)=O